[1-[(R)-[(1R,2R)-2-[(7-chloro-2,2-dimethyl-chroman-4-yl)carbamoyl]cyclopropyl]-pyridin-1-ium-3-yl-methyl]-4,4-dimethyl-6-oxo-hexahydropyrimidin-2-ylidene]ammonium ClC1=CC=C2C(CC(OC2=C1)(C)C)NC(=O)[C@H]1[C@@H](C1)[C@@H](N1C(NC(CC1=O)(C)C)=[NH2+])C=1C=[NH+]C=CC1